3-[(Z)-2-fluoro-2-{5-[(4-methylpiperazin-1-yl)methyl]pyridin-3-yl}vinyl]-N-[(1S,2S)-2-hydroxy-2,3-dihydro-1H-inden-1-yl]-4-methylbenzamide F\C(=C/C=1C=C(C(=O)N[C@@H]2[C@H](CC3=CC=CC=C23)O)C=CC1C)\C=1C=NC=C(C1)CN1CCN(CC1)C